4-[3-[2,6-dichloro-4-(1-methylpyrazol-4-yl)benzoyl]-2,4-dihydro-1,3-benzoxazin-8-yl]-2-methyl-6-morpholin-4-yl-benzoic acid ClC1=C(C(=O)N2COC3=C(C2)C=CC=C3C3=CC(=C(C(=O)O)C(=C3)N3CCOCC3)C)C(=CC(=C1)C=1C=NN(C1)C)Cl